C1(=CC=CC=C1)C1=C(C(=CC=C1)C1=CC=CC=C1)[N+]1=CN(C2=C1C=CC=C2)C2=CC(=CC=C2)C2=NC(=CC=C2)C2=C(C=CC=C2)O 3-([1,1':3',1''-terphenyl]-2'-yl)-1-(3-(6-(2-hydroxyphenyl)pyridin-2-yl)phenyl)-1H-benzo[d]imidazol-3-ium